1,1,1-trihydroxypropane OC(CC)(O)O